C(C)(C)(C)C(C)(C)C1=CC=C(C=C1)C(C)(C)C(C)(C)C 1,4-di(t-butylisopropyl)benzene